ClC=1C=C(C=C(C1)Cl)CCO 2-(3,5-dichlorophenyl)ethanol